5-trifluoromethyluracil FC(C=1C(NC(NC1)=O)=O)(F)F